IC1CCN(CC1)C(=O)OCCCC butyl 4-iodopiperidine-1-carboxylate